C1=CC=CC2=C1C=1C(C3=C2C=CC=C3)=NC3=CC=C2C=4C=CC=CC4N=C2C31 dibenzoindolocarbazole